(±)-N-(8-((5,6-dihydro-[1,2,4]triazolo[1,5-a]pyrazin-7(8H)-yl)methyl)-1-methyl-2-oxo-2,3,4,5-tetrahydro-1H-benzo[b]azepin-3-yl)-4-phenylpyrimidine-2-carboxamide N=1C=NN2C1CN(CC2)CC=2C=CC1=C(N(C([C@@H](CC1)NC(=O)C1=NC=CC(=N1)C1=CC=CC=C1)=O)C)C2 |r|